COC1=CC=C(C=C1)C1(C=CC2=C(O1)C=1C=C(C=3C=CC=CC3C1C(=C2CO)C2=CC=CC=C2)OC)C=2C=CC1=C(CC(O1)C)C2 3-(4-methoxyphenyl)-3-(2-methyl-2,3-dihydrobenzofur-5-yl)-6-methoxy-12-hydroxymethyl-11-phenyl-3H-phenanthro[1,2-b]pyran